[C@@H]1(C[C@H](O)[C@@H](CO)O1)N1C=NC=2C(=S)NC(N)=NC12 2'-deoxy-6-thioguanosine